N[C@H](C(=O)NCCCNC(C1=C(C=C(C=C1)NC=1C=2N(C=CN1)C(=CN2)C2=C(C(=C(C=C2)OC)F)F)CC)=O)CNC(=N)N N-[3-[[(2S)-2-amino-3-guanidino-propanoyl]amino]propyl]-4-[[3-(2,3-difluoro-4-methoxy-phenyl)imidazo[1,2-a]pyrazin-8-yl]amino]-2-ethyl-benzamide